4-amino-6-(thiazol-2-yl)nicotinonitrile NC1=CC(=NC=C1C#N)C=1SC=CN1